N-(6-amino-5-methylpyridin-3-yl)-2-((5R)-2-(4-chlorophenyl)-5-methyl-4-(1-(trifluoromethyl)cyclopropanecarbonyl)piperazin-1-yl)-2-oxoacetamide NC1=C(C=C(C=N1)NC(C(=O)N1C(CN([C@@H](C1)C)C(=O)C1(CC1)C(F)(F)F)C1=CC=C(C=C1)Cl)=O)C